2-bromo-4-morpholino-6,9-dihydrobenzo[4,5]imidazo[1,2-a]pyridin-8(7H)-one BrC=1C=C(C=2N(C1)C1=C(N2)CCC(C1)=O)N1CCOCC1